C(CC(=O)OC(C)(C)C)(=O)OC 3-tert-butyl 1-methyl propanedioate